ClC=1C=C(C=CC1OC)C=1OC2=C(N1)C=C(C(=C2)OC)N (3-chloro-4-methoxyphenyl)-6-methoxybenzo[d][1,3]oxazole-5-amine